FC1=C(C=CC(=C1C)C(=O)N1CCCCC1)C1=NC=2C=CNC(C2C(=C1)NC1=NC=C(C=C1)N1CCC(CC1)O)=O 2-[2-fluoro-3-methyl-4-(piperidine-1-carbonyl)phenyl]-4-[[5-(4-hydroxy-1-piperidyl)-2-pyridyl]amino]-6H-1,6-naphthyridin-5-one